BrC=1C=C(C=CC1)C1(CC2(COC2)C1)C1=NN=CN1C 3-(6-(3-bromophenyl)-2-oxaspiro[3.3]heptane-6-yl)-4-methyl-4H-1,2,4-triazole